N-{3-[2-(4-chloro-3-fluorophenoxy)acetamido]bicyclo[1.1.1]pentan-1-yl}-6-oxo-2H,6H-[1,3]dioxolo[4,5-h][1]benzopyran-8-carboxamide ClC1=C(C=C(OCC(=O)NC23CC(C2)(C3)NC(=O)C=3OC=2C(C(C3)=O)=CC=C3C2OCO3)C=C1)F